((S)-4-propenoyl-2-methylpiperazin-1-yl)-7-(2-amino-3,5-dichloro-6-fluorophenyl)-6-chloro-1-(2-isopropyl-4-methylpyridin-3-yl)-2-oxo-1,2-dihydro-1,8-naphthyridine-3-carbonitrile C(C=C)(=O)N1C[C@@H](N(CC1)C1=C(C(N(C2=NC(=C(C=C12)Cl)C1=C(C(=CC(=C1F)Cl)Cl)N)C=1C(=NC=CC1C)C(C)C)=O)C#N)C